N-(8-fluoro-7-(2-hydroxypropan-2-yl)-2-(piperidin-4-yl)imidazo[1,2-a]pyridin-6-yl)-6-(1-(trifluoromethyl)cyclopropyl)picolinamide FC=1C=2N(C=C(C1C(C)(C)O)NC(C1=NC(=CC=C1)C1(CC1)C(F)(F)F)=O)C=C(N2)C2CCNCC2